Methyl 2-[1-(2-ethylsulfonyl-6-methyl-4-oxo-chromen-8-yl)ethylamino]benzoate C(C)S(=O)(=O)C=1OC2=C(C=C(C=C2C(C1)=O)C)C(C)NC1=C(C(=O)OC)C=CC=C1